C(C)(=O)N(C1=C(C=C(C=C1)C1=NC=CC=C1C(=O)NCC=1C=NC(=CC1)F)Cl)CC1CC1 [4-[Acetyl-(cyclopropylmethyl)amino]-3-chloro-phenyl]-N-[(6-fluoro-3-pyridinyl)methyl]pyridine-3-carboxamide